C(C)(C)(C)N1CC(C1)(O)C 1-tertiary-butyl-3-methyl-3-hydroxyazetidine